C=C1SC=CC1C1C(N(C(C1)=O)C(CCCCCC[NH-])O)=O (E)-7-(3-(2-Methylenethienyl)-2,5-diketopyrrolidinyl)-N-hydroxyheptylamide